trans-N-(8-amino-6-chloro-2,7-naphthyridin-3-yl)-2-(cyanomethyl)cyclopropane-1-carboxamide NC=1N=C(C=C2C=C(N=CC12)NC(=O)[C@H]1[C@@H](C1)CC#N)Cl